1-[6-(5-methylthieno[2,3-d]pyrimidin-4-yl)-7,8-dihydro-5H-1,6-naphthyridin-3-yl]-2,3-dihydropyrido[2,3-b][1,4]oxazine CC1=CSC=2N=CN=C(C21)N2CC=1C=C(C=NC1CC2)N2C1=C(OCC2)N=CC=C1